(e)-4-(2-(dimethylamino)vinyl)nicotinonitrile CN(/C=C/C1=CC=NC=C1C#N)C